C(C1=CC=CC=C1)OC1=NC(=CC=C1N1C(N(C2=C1C=CC(=C2)C=2C=C1C(=NN(C1=CC2)CC(=O)OC)C)C)=O)OCC2=CC=CC=C2 methyl 2-(5-(1-(2,6-bis(benzyloxy)pyridin-3-yl)-3-methyl-2-oxo-2,3-dihydro-1H-benzo[d]imidazol-5-yl)-3-methyl-1H-indazol-1-yl)acetate